C(C)(C)(C)N=P1(N(CCCN1C)C)N(CC)CC 2-tert-butylimino-2-diethylamino-1,3-dimethyl-perhydro-1,3,2-diazaphosphorine